C(#N)[C@]1(OCC1)C(=O)N1CC2(CC2)[C@@H]([C@@H]1CC=1C(=C(C=CC1)C1=CC(=CC=C1)F)F)NS(=O)(=O)C(F)F N-((6S,7S)-5-((S)-2-cyanooxetane-2-carbonyl)-6-((2,3'-difluoro-[1,1'-biphenyl]-3-yl)methyl)-5-azaspiro[2.4]heptan-7-yl)-1,1-difluoromethanesulfonamide